coumaroyl-coenzyme A C(\C=C\C1=CC=C(C=C1)O)(=O)SCCNC(CCNC([C@@H](C(COP(OP(OC[C@@H]1[C@H]([C@H]([C@@H](O1)N1C=NC=2C(N)=NC=NC12)O)OP(=O)(O)O)(=O)O)(=O)O)(C)C)O)=O)=O